3-cyclohexylamino-2-hydroxypropanesulfonic acid sodium salt [Na+].C1(CCCCC1)NCC(CS(=O)(=O)[O-])O